1-(4-methoxyphenyl)-N-[(3-pyrrolidin-1-ylphenyl)methyl]-methanamine COC1=CC=C(C=C1)CNCC1=CC(=CC=C1)N1CCCC1